1-Tert-butyl 4-(3-methoxy-5-(prop-1-en-2-yl)pyridin-2-yl)piperazine-1-carboxylate COC=1C(=NC=C(C1)C(=C)C)N1CCN(CC1)C(=O)OC(C)(C)C